Cl.COC(=O)C=1C=C(C=CC1)C1=CC=CC=C1 [1,1'-biphenyl]-3-carboxylic acid methyl ester hydrochloride